C(C)C1=NOC=C1C(=O)N[C@H](C(=O)NC1=NC=CC(=C1)[C@@H](COC)N1C(N[C@@H](C1)C(F)(F)F)=O)C1CCC(CC1)C(F)(F)F 3-ethyl-N-((1S)-2-((4-((S)-2-methoxy-1-((S)-2-oxo-4-(trifluoromethyl)imidazolidin-1-yl)ethyl)pyridin-2-yl)amino)-2-oxo-1-(4-(trifluoromethyl)cyclohexyl)ethyl)isoxazole-4-carboxamide